1-[4-(cyanomethyl)-1-[(4-methylsulfonylphenyl)methyl]-4-piperidyl]-3-(cyclopropanecarbonylamino)pyrazole-4-carboxamide C(#N)CC1(CCN(CC1)CC1=CC=C(C=C1)S(=O)(=O)C)N1N=C(C(=C1)C(=O)N)NC(=O)C1CC1